N-(2-fluoropropyl)-4-nitrobenzenesulfonamide FC(CNS(=O)(=O)C1=CC=C(C=C1)[N+](=O)[O-])C